FC(S(=O)(=O)OC1=CC=C2C=CC(NC2=C1)=O)(F)F 2-oxo-1,2-dihydroquinolin-7-yl trifluoro-methanesulfonate